CCOCCOCCOC(CCCC(=O)O)=O glutaric acid mono-{2-[2-(2-ethoxy)-ethoxy]-ethyl} ester